Chloro-3-vinylbenzene ClC1=CC(=CC=C1)C=C